C(C)(C)(C)OC(=O)N(C)CC1=NC=CC(=C1)NC1=C(C=CC(=N1)N1CCN(CC1)C(=O)OC(C)(C)C)[N+](=O)[O-] tert-butyl 4-[6-[[2-[[tert-butoxycarbonyl(methyl)amino]methyl]-4-pyridyl]amino]-5-nitro-2-pyridyl]piperazine-1-carboxylate